N-(4-(((1r,4r)-4-aminocyclohexyl)oxy)-3-(4-methoxy-1-methyl-6-oxo-1,6-dihydropyridin-3-yl)phenyl)ethanesulfonamide hydrochloride Cl.NC1CCC(CC1)OC1=C(C=C(C=C1)NS(=O)(=O)CC)C1=CN(C(C=C1OC)=O)C